FC(C=1C=C(COC(=O)N(C2CCC3=CC=C(C=C23)/C=C/C(=O)OCC)C)C=C(C1)C(F)(F)F)(F)F ethyl (E)-3-(3-((((3,5-bis(trifluoromethyl)benzyl)oxy)carbonyl)(methyl)amino)-2,3-dihydro-1H-inden-5-yl)acrylate